FC1=C(O[C@H]2[C@H]([C@]3([C@H](CNC3)C2)O)O)C=CC=C1 (3aR,4R,5R,6aS)-5-(2-fluorophenoxy)hexahydrocyclopenta[c]pyrrole-3a,4(1H)-diol